5-(4-(3-amino-5-ethynylpyridin-4-yl)-2-chloro-5-fluorobenzamido)-3-chloro-N-(1-cyanoethyl)pyridinecarboxamide NC=1C=NC=C(C1C1=CC(=C(C(=O)NC=2C=C(C(=NC2)C(=O)NC(C)C#N)Cl)C=C1F)Cl)C#C